tert-butyl ((1R,3R)-3-(3-(methyl-d3)-2-oxo-6-(phenylsulfonyl)-3,6-dihydroimidazo[4,5-d]pyrrolo[2,3-b]pyridin-1(2H)-yl)cyclopentyl)carbamate C(N1C(N(C2=C3C(=NC=C21)N(C=C3)S(=O)(=O)C3=CC=CC=C3)[C@H]3C[C@@H](CC3)NC(OC(C)(C)C)=O)=O)([2H])([2H])[2H]